FC(C(=O)N1CCN(CC1)S(=O)(=O)C1=CC=C(C=C1)S(=O)(=O)N)(F)F 4-((4-(2,2,2-trifluoroacetyl)piperazin-1-yl)sulfonyl)benzenesulfonamide